4-amino-7-{(1S)-1-[1-(2,4-difluorophenyl)-1H-1,2,3-triazol-4-yl]propyl}-5-[2-(trifluoromethyl)pyrimidin-5-yl]pyrrolo[2,1-f][1,2,4]triazine-6-carbonitrile NC1=NC=NN2C1=C(C(=C2[C@H](CC)C=2N=NN(C2)C2=C(C=C(C=C2)F)F)C#N)C=2C=NC(=NC2)C(F)(F)F